1-(5-acetyl-4-hydroxy-2-methoxyphenyl)-3-cyclopropyl-urea C(C)(=O)C=1C(=CC(=C(C1)NC(=O)NC1CC1)OC)O